C(O)=C1N=COC1 2-oxaethylideneoxazoline